[Mn].ClCCl dichloromethane Manganese